(R)-2,6-diamino-5-iodo-N-(4-((1,1,1-trifluoropropan-2-yl)oxy)benzyl)nicotinamide NC1=C(C(=O)NCC2=CC=C(C=C2)O[C@@H](C(F)(F)F)C)C=C(C(=N1)N)I